OC[C@H]1O[C@@]2(CC(CO2)C)[C@@H]([C@H]([C@H]1O)N1N=NC(=C1)C1=CC(=C(C(=C1)F)F)F)O (5S,7R,8R,9S,10R)-7-(hydroxymethyl)-3-methyl-9-(4-(3,4,5-trifluorophenyl)-1H-1,2,3-triazol-1-yl)-1,6-dioxaspiro[4.5]decane-8,10-diol